FC[C@@H](OC(=O)NC(=O)C1=C(N=NN1C)C1=CC=C(C(=N1)C)NC(OC(C)(C)C)=O)C1=CC(=CC=C1)F tert-butyl (S)-(6-(5-(((2-fluoro-1-(3-fluorophenyl)ethoxy)carbonyl) carbamoyl)-1-methyl-1H-1,2,3-triazol-4-yl)-2-methylpyridin-3-yl)carbamate